2,4,6-trimethylbenzoyl-sodium phosphate P(=O)(O)(O)O.CC1=C(C(=O)[Na])C(=CC(=C1)C)C